FC=1C=CC2=C(C(C(=CO2)CS(=O)(=O)C2=CC=CC=C2)=O)C1 6-fluoro-3-((benzenesulfonyl)methyl)benzopyran-4-one